FC(OC1CN(C1)C1=CC(=C(NC2=CC3=C(NC(CO3)=O)C=C2)C=C1)C)F 7-[4-[3-(difluoromethoxy)azetidin-1-yl]-2-methyl-anilino]-4H-1,4-benzoxazin-3-one